N-[(3S)-9-Fluoro-2-oxo-5-phenyl-1,3-dihydro-1,4-benzodiazepin-3-yl]-2-(2-fluoro-phenyl)-7-methyl-pyrazolo[1,5-a]-pyrimidine-3-carboxamide FC1=CC=CC=2C(=N[C@@H](C(NC21)=O)NC(=O)C=2C(=NN1C2N=CC=C1C)C1=C(C=CC=C1)F)C1=CC=CC=C1